CCCCCCCCCCCCCCCCCCCCCCCCCC(=O)N[C@@H](COP(=O)([O-])OCC[N+](C)(C)C)[C@@H](/C=C/CCCCCCCCCC(C)C)O The molecule is an N-acyl-15-methylhexadecasphing-4-enine-1-phosphocholine in which the acyl group has 26 carbons and 0 double bonds. It derives from a 15-methylhexadecasphing-4-enine.